FC1=C(C=CC(=C1F)OC)C1=CN=C2N1C=CN=C2 3-(2,3-difluoro-4-methoxyphenyl)imidazo[1,2-a]pyrazin